FC=1C=C(C=CC1N1N=NN=C1)NC(C)=O N-(3-fluoro-4-(tetrazol-1-yl)phenyl)acetamide